ClC=1C(=C(CN2[C@@H](CC(CC2)(C(=O)O)CC2=NC(=CC=C2F)NC2=NNC(=C2)C)C)C(=CC1)C)F (2R)-1-(3-chloro-2-fluoro-6-meth-ylbenzyl)-4-((3-fluoro-6-((5-methyl-1H-pyrazol-3-yl)amino)-pyridin-2-yl)methyl)-2-methyl-piperidine-4-carboxylic acid